(S)-1-(4-cyanopyridin-2-yl)-N-((R)-1-((3,3-difluorocyclobutyl)carbamoyl)-2,3-dihydro-1H-inden-1-yl)-N-(2,3-difluorophenyl)-5-oxopyrrole-2-carboxamide C(#N)C1=CC(=NC=C1)N1[C@@H](C=CC1=O)C(=O)N(C1=C(C(=CC=C1)F)F)[C@@]1(CCC2=CC=CC=C12)C(NC1CC(C1)(F)F)=O